C1(CCC1)NC(CNS(=O)(=O)C1=CC(=NC=C1OC)OC1=C(C=C(C=C1Cl)N1N=C(C(NC1=O)=O)C(F)F)Cl)=O N-cyclobutyl-2-[[2-[2,6-dichloro-4-[6-(difluoromethyl)-3,5-dioxo-1,2,4-triazin-2-yl]-phenoxy]-5-methoxy-4-pyridyl]-sulfonylamino]-acetamide